(R)-2-(4-chloro-6-(3-methylmorpholino)pyridin-2-yl)propan-2-ol ClC1=CC(=NC(=C1)N1[C@@H](COCC1)C)C(C)(C)O